COC(=O)N1C2C(CC1)COC2 hexahydro-1H-furo[3,4-b]Pyrrole-1-carboxylic acid methyl ester